N1[C@H](CC1)CN1C=C(C2=CC=C(C=C12)C=1C=NNC1OC)C(=O)C1COC2=CC=C(C=C2C1)OC (1-(((R)-Azetidin-2-yl)methyl)-6-(5-methoxy-1H-pyrazol-4-yl)-1H-indol-3-yl)(6-methoxychroman-3-yl)methanone